C1=CC=CC=2C3=CC=CC=C3C(C12)COC(=O)N[C@H](C(=O)O)CC1=CNC2=CC=C(C=C12)I (S)-2-((((9H-fluoren-9-yl)methoxy)carbonyl)amino)-3-(5-iodo-1H-indol-3-yl)propanoic acid